FC1=NC(=C2N=CN(C2=N1)C1OCCCC1)NCC1=CC(=CC=C1)I 2-fluoro-6-[(3-iodobenzyl)amino]-9-(tetrahydro-2H-pyran-2-yl)-9H-purine